tert-butyl 3-(2-(3-methoxy-3-oxopropoxy)ethoxy)propanoate COC(CCOCCOCCC(=O)OC(C)(C)C)=O